Stearyl Methacrylate C(C(=C)C)(=O)OCCCCCCCCCCCCCCCCCC